NC[C@@H](C(=O)OCCCCCC)C n-hexyl (S)-beta-aminoisobutyrate